ClC1=CC2=C(N(C(N=C2N2C(CN(CC2)C(C=O)=O)C)=O)C=2C(=NC=CC2C)C(C)C)N=C1C1=C(C=CC=C1)F 2-(4-(6-chloro-7-(2-fluorophenyl)-1-(2-isopropyl-4-methylpyridin-3-yl)-2-oxo-1,2-dihydropyrido[2,3-d]pyrimidin-4-yl)-3-methylpiperazin-1-yl)-2-oxoacetaldehyde